4-((2-(8-((4-chloro-3-(trifluoromethyl)phenyl)amino)pyrimido[5,4-d]pyrimidin-4-yl)hydrazineylidene)methyl)benzene-1,2-diol ClC1=C(C=C(C=C1)NC1=NC=NC2=C1N=CN=C2NN=CC=2C=C(C(=CC2)O)O)C(F)(F)F